CC(CCC(C(=O)O)C)C.C(CC)(=O)OCCC(C)C iso-amyl propionate (3-methylbutyl propionate)